N1=CNC2=NC=CC(=C21)C=2C=NN(C2)C2=CC=C(C=C2)CC#N 2-(4-(4-(3H-imidazo[4,5-b]pyridin-7-yl)-1H-pyrazol-1-yl)phenyl)acetonitrile